N-[(5-chlorothiophen-2-yl)methyl]-3-(2-methylpyrrolidin-2-yl)-1-(thiophene-3-carbonyl)-1H-pyrazol-5-amine ClC1=CC=C(S1)CNC1=CC(=NN1C(=O)C1=CSC=C1)C1(NCCC1)C